ONC(=N)C1=C(C=NC=C1)SC1=CC(=CC=C1)OC N-hydroxy-3-[(3-methoxyphenyl)sulfanyl]pyridine-4-carboximidamide